2-2-ethylacrolein CCC(C=O)=C